COC(=O)C1CC2=C(SC(=C2C(C2=C(C=CC=C2)F)=O)NC(CN)=O)C1 2-(2-Aminoacetamido)-3-(2-fluorobenzoyl)-4H,5H,6H-cyclopenta[b]thiophene-5-carboxylic acid methyl ester